C(C)OC(=O)C1=NN2C(C(N=C(C3=C2C=CC(=C3Cl)Br)C3=NC=CC=C3F)C)=N1 8-bromo-7-chloro-6-(3-fluoro-2-pyridinyl)-4-methyl-4H-[1,2,4]triazolo[1,5-a][1,4]benzodiazepine-2-Formic acid ethyl ester